5,5'-[1,4-butanediylbis(oxymethylene)]-bis-1,3-oxathiolan-2-one C(CCCOCC1CSC(O1)=O)OCC1CSC(O1)=O